1-(2-(3-Chloro-6-((3,4-dichlorophenyl)amino)-9H-carbazol-9-yl)ethyl)guanidine ClC=1C=CC=2N(C3=CC=C(C=C3C2C1)NC1=CC(=C(C=C1)Cl)Cl)CCNC(=N)N